C1(CCC1)CN([C@@H]1CC[C@H](CC1)N(C1=C(C(N(C=2C=CC(=NC12)C#N)C)=O)C#N)C)C1=CC2=C(OCO2)C=C1C trans-8-((4-((cyclobutylmethyl)(6-methylbenzo[d][1,3]dioxol-5-yl)amino)cyclohexyl)(methyl)amino)-5-methyl-6-oxo-5,6-dihydro-1,5-naphthyridine-2,7-dicarbonitrile